COC=1C=CC2=C(N(C=N2)C)C1CNC(C1=CC(=C(C=C1)C)C(F)(F)F)=O N-((6-methoxy-1-methyl-1H-benzimidazol-7-yl)methyl)-4-methyl-3-(trifluoromethyl)benzamide